1-(4-bromo-2-methylphenyl)-3-methyl-1,3-dihydro-2H-imidazol-2-one BrC1=CC(=C(C=C1)N1C(N(C=C1)C)=O)C